BrC=1C=2N(C=C(C1)S(=O)(=O)NC1(CC1)C#N)C=CN2 8-bromo-N-(1-cyanocyclopropyl)imidazo[1,2-a]pyridin-6-sulfonamide